acrylamide propyl-trimethylammonium salt C(CC)[N+](C)(C)C.C(C=C)(=O)[NH-]